7-(difluoromethyl)-N-(2-fluoro-4-(2-methoxyethoxy)phenyl)quinolin-4-amine FC(C1=CC=C2C(=CC=NC2=C1)NC1=C(C=C(C=C1)OCCOC)F)F